(E)-pyrrolidin-3-yl 3-(2-(thiophen-2-yl)vinyl)-1H-pyrazole-1-carboxylate hydrochloride Cl.S1C(=CC=C1)/C=C/C1=NN(C=C1)C(=O)OC1CNCC1